C(C)(C)(C)OC(C[C@@H]1OC[C@H](C1)O)=O (2R,4S)-4-hydroxytetrahydrofuran-2-acetic acid tert-butyl ester